CC1(C[C@@H]2SCC[C@@H](C(N2[C@@H]1N)=O)NC([C@H](C)NC)=S)C (4S,7S,9aS)-8,8-dimethyl-4-[(2S)-2-(methylamino)propanethioamido]-5-oxo-octahydropyrrolo[2,1-b][1,3]thiazepine-7-amidol